S(=O)(=O)(OC(C#C)CC(C)C)O 5-Methyl-1-hexyne-3-yl hydrogen sulphate